1,3,6-trichloro-5-fluoro-8-methoxy-4-methyl-2,7-naphthyridine ClC1=NC(=C(C2=C(C(=NC(=C12)OC)Cl)F)C)Cl